(2-(diethylamino)ethyl)-5-((5-fluoro-2-oxo-1-(piperazine-1-carbonyl)indol-3-ylidene)methyl)-2,4-dimethyl-1H-pyrrole-3-carboxamide hydrochloride salt Cl.C(C)N(CCN1C(=C(C(=C1C=C1C(N(C2=CC=C(C=C12)F)C(=O)N1CCNCC1)=O)C)C(=O)N)C)CC